O.ClC1=C(C=C(C=C1)NC(=O)NC1=C(C=C(OC2=CC(=NC=C2)C(=O)NC)C=C1)F)C(F)(F)F 4-[4-({[4-chloro-3-(trifluoromethyl)phenyl]carbamoyl}amino)-3-fluorophenoxy]-N-methylpyridine-2-carboxamide monohydrate